BrC1=CC=2C3=C(C=NC2C=C1F)NC(C31CC(C1)C1=C(C=CC=C1)F)=O 8'-Bromo-7'-fluoro-3-(2-fluorophenyl)spiro[cyclobutane-1,1'-pyrrolo[2,3-c]quinolin]-2'(3'H)-one